BrC1=C(SC=C1)CC(CCCC)CC 3-bromo-2-(2-ethylhexyl)thiophene